NC1=C(C(=NN1[C@H]1COCCC1)C1=CC=C(C=C1)CNC(C1=C(C=CC(=C1)F)OC)=O)C(=O)N 5-amino-3-[4-[[(5-fluoro-2-methoxy-benzoyl)amino]methyl]phenyl]-1-[(3R)-tetrahydropyran-3-yl]pyrazole-4-carboxamide